C1(CCCCC1)NC1=C(C=C(C=N1)S(=O)(=O)NC)C=1C2=C(C(N(C1)C)=O)NC=C2 6-(cyclohexylamino)-N-methyl-5-(6-methyl-7-oxo-6,7-dihydro-1H-pyrrolo[2,3-c]pyridin-4-yl)pyridine-3-sulfonamide